(2-(3,8-diazabicyclo[3.2.1]octan-8-yl)-7,8-dihydro-1,6-naphthyridin-6(5H)-yl)(cyclopentyl)methanone C12CNCC(CC1)N2C2=NC=1CCN(CC1C=C2)C(=O)C2CCCC2